5-(4-methacryloxyphenyl)-10,15,20-triphenylporphyrin zinc [Zn].C(C(=C)C)(=O)OC1=CC=C(C=C1)C=1C2=CC=C(N2)C(=C2C=CC(C(=C3C=CC(=C(C=4C=CC1N4)C4=CC=CC=C4)N3)C3=CC=CC=C3)=N2)C2=CC=CC=C2